C(C1=CC=CC=C1)OC(NCCCC(=O)N(C)OC)=O (4-(methoxy(methyl)amino)-4-oxobutyl)carbamic acid benzyl ester